N-(1-(3-bromo-6-methoxypyridin-2-yl)-5-phenylpentan-2-yl)-2-methylpropan-2-sulfinamide BrC=1C(=NC(=CC1)OC)CC(CCCC1=CC=CC=C1)NS(=O)C(C)(C)C